1-[2-(3-fluoroazetidin-1-yl)-2-oxo-ethyl]-3-methyl-6-(2-methylthiazol-5-yl)imidazo[4,5-b]pyridin-2-one FC1CN(C1)C(CN1C(N(C2=NC=C(C=C21)C2=CN=C(S2)C)C)=O)=O